butyl-peroxysilane C(CCC)OO[SiH3]